4-methylbenzenesulfonic acid [(3R)-3-(p-toluenesulfonyloxy) butyl] ester CC1=CC=C(C=C1)S(=O)(=O)O[C@@H](CCOS(=O)(=O)C1=CC=C(C=C1)C)C